ClC1=C(C(=CC=C1)Cl)N1N=C(C(=C1)NC=1C=NC(=CC1)C1=CN=NC=C1)C(=O)N 1-(2,6-dichlorophenyl)-4-((6-(pyridazin-4-yl)pyridin-3-yl)amino)-1H-pyrazole-3-carboxamide